FC=1C=C(C=C2CN(C(C12)=O)C1C(NC(CC1)=O)=O)CN(C)C1CCN(CC1)C1=CC=C(C=C1)[C@H]1[C@H](COC2=CC(=CC=C12)O)C1=CC=CC=C1 3-(7-fluoro-5-(((1-(4-((3S,4R)-7-hydroxy-3-phenylchroman-4-yl)phenyl)piperidin-4-yl)(methyl)amino)methyl)-1-oxoisoindolin-2-yl)piperidine-2,6-dione